CC=1C=C(C(=O)C2=CC(=CC=C2)C)C=CC1OC 3,3'-dimethyl-4-Methoxybenzophenone